tert-butyl 4-(1-benzofuran-4-yl)piperidine-1-carboxylate O1C=CC2=C1C=CC=C2C2CCN(CC2)C(=O)OC(C)(C)C